C1(=CC=CC=C1)N(NC1=C(C(=C(C=C1)[N+](=O)[O-])[N+](=O)[O-])[N+](=O)[O-])C1=CC=CC=C1 N,N-diphenyl-trinitrophenylhydrazine